5-(4-ethylphenyl)oxazole-2-carboxylic acid C(C)C1=CC=C(C=C1)C1=CN=C(O1)C(=O)O